3-({2-[3-(1-acetylpiperidin-4-yl)-5'-fluoro-1'-methyl-[4,6'-biindazol]-1-yl]acetamido}methyl)-4-fluorobenzoic acid C(C)(=O)N1CCC(CC1)C1=NN(C=2C=CC=C(C12)C1=C(C=C2C=NN(C2=C1)C)F)CC(=O)NCC=1C=C(C(=O)O)C=CC1F